C(C1=CC=CC=C1)OC=1C(=C(OCC(=O)OC)C=C(C1)C#N)C=O methyl 2-(3-(benzyloxy)-5-cyano-2-formylphenoxy)acetate